FC1=CC=CC=2N(C(=NC21)C2=NON=C2C)CC=2C=NC=NC2 3-[4-fluoro-1-(pyrimidin-5-ylmethyl)benzoimidazol-2-yl]-4-methyl-1,2,5-oxadiazole